N-(3-(3-(9H-purin-6-yl)pyridin-2-ylamino)-4-methylphenyl)-2-((1S,3R)-3-(trifluoromethyl)cyclohexyl)acetamide N1=CN=C2NC=NC2=C1C=1C(=NC=CC1)NC=1C=C(C=CC1C)NC(C[C@@H]1C[C@@H](CCC1)C(F)(F)F)=O